n-butylvinylacrylamide C(CCC)C=CC(C(=O)N)=C